1-((5-(3-bromo-2-methylphenyl)-1,3,4-oxadiazol-2-yl)methyl)piperidin-4-ol BrC=1C(=C(C=CC1)C1=NN=C(O1)CN1CCC(CC1)O)C